4-(tert-Butyl)-2-methoxy-N-(3-phenylpropyl)-1H-imidazole-1-carboxamide C(C)(C)(C)C=1N=C(N(C1)C(=O)NCCCC1=CC=CC=C1)OC